n-octacosyl docosanoate C(CCCCCCCCCCCCCCCCCCCCC)(=O)OCCCCCCCCCCCCCCCCCCCCCCCCCCCC